6-(4-methoxyfurfurylamino)purine COC=1C=C(CNC2=C3NC=NC3=NC=N2)OC1